3-(1-oxo-5-((2-(3-(quinoxalin-2-yl)azetidin-1-yl)cyclopent-yl)oxy)isoindolin-2-yl)piperidine-2,6-dione O=C1N(CC2=CC(=CC=C12)OC1C(CCC1)N1CC(C1)C1=NC2=CC=CC=C2N=C1)C1C(NC(CC1)=O)=O